OCC1CCC(CC1)C(=O)O 4-(hydroxymethyl)cyclohexylcarboxylic acid